[Hf].[Al].FC1=C(C=CC(=C1)C1=NOC(=N1)C(F)(F)F)C(CSC=1C=NC=CC1)=O 1-(2-fluoro-4-(5-(trifluoromethyl)-1,2,4-oxadiazol-3-yl)phenyl)-2-(pyridin-3-ylsulfanyl)ethan-1-one aluminum hafnium